CC=1C=C(C=CC1OCC=C(C)C)B(O)O (3-METHYL-4-[(3-METHYLBUT-2-EN-1-YL)OXY]PHENYL)BORANEDIOL